C(C)(C)(C)OC(=O)N1CCC(=CC1)C=1C=C2C(=NNC2=CC1)C(NC1=CC=NC=C1)=O tert-butyl-4-(3-(pyridine-4-ylcarbamoyl)-1H-indazol-5-yl)-3,6-dihydropyridine-1(2H)-carboxylate